rac-dimethylsilylbis(indenyl)zirconium C[SiH](C)[Zr](C1C=CC2=CC=CC=C12)C1C=CC2=CC=CC=C12